methyl 3-amino-5,6-dichloro-pyrazine-2-carboxylate NC=1C(=NC(=C(N1)Cl)Cl)C(=O)OC